3-((5-(1,8-naphthyridin-3-yl)pyrrolo[2,1-f][1,2,4]triazin-2-yl)amino)cyclobutan-1-ol N1=CC(=CC2=CC=CN=C12)C=1C=CN2N=C(N=CC21)NC2CC(C2)O